trans-1-methyl-3,4-bis(((Z)-octadeca-9-enoyloxy)methyl)pyrrolidine CN1C[C@H]([C@@H](C1)COC(CCCCCCC\C=C/CCCCCCCC)=O)COC(CCCCCCC\C=C/CCCCCCCC)=O